N-(6-fluoropyridin-3-yl)-N-methylpyridineamide FC1=CC=C(C=N1)N(C(=O)C1=NC=CC=C1)C